BrC1=C2C(N(C=NC2=CC=C1)CCC1=C(C=CC=C1)OC)=O 5-bromo-3-[2-(2-methoxyphenyl)ethyl]-3,4-dihydroquinazolin-4-one